7-amino-N-[3-(1-isobutylpyrazolo[4,3-c]pyridin-6-yl)-1H-pyrazol-4-yl]-7-(trifluoromethyl)-4-azaspiro[2.5]octane-4-carboxamide NC1(CCN(C2(CC2)C1)C(=O)NC=1C(=NNC1)C1=CC2=C(C=N1)C=NN2CC(C)C)C(F)(F)F